FC1(C(C1)CN1N=CC2=C(C1=O)C(=CS2)N=C(C2=CC=CC=C2)C2=CC=CC=C2)F 5-((2,2-Difluorocyclopropyl)methyl)-3-((diphenylmethylene)amino)thieno[2,3-d]pyridazin-4(5H)-one